C(C1=CC=CC=C1)(=O)N1CC(C1)CCCCNC([O-])=O 1-benzoylazetidin-3-ylbutylcarbamate